(S)-N-(2-amino-1-(3-chlorophenyl)-ethyl)-1-(5-methyl-2-(oxetan-3-ylamino)pyrimidin-4-yl)-1H-imidazole-4-carboxamide NC[C@H](C1=CC(=CC=C1)Cl)NC(=O)C=1N=CN(C1)C1=NC(=NC=C1C)NC1COC1